[N+](=O)([O-])C1=CC=C(C=N1)OC1CN(CCC1)C(=O)OCCCC butyl 3-[(6-nitro-3-pyridyl)oxy]piperidine-1-carboxylate